N[C@@H](CCCCNC(N)=N)C(=O)O Homoarginin